C(C)NC(=O)[C@H]1O[C@H]([C@@H]([C@@H]1O)O)N1C2=NC(=NC(=C2N=C1)NC)C=1SC(=CC1)C1=CC=CC=C1 (2S,3S,4R,5R)-N-ethyl-3,4-dihydroxy-5-(6-(methylamino)-2-(5-phenylthiophen-2-yl)-9H-purine-9-yl)tetrahydrofuran-2-carboxamide